2-(2-Phenylbutyrylamino)-5-carbamoyl-4-methylthiophene-3-carboxylic acid C1(=CC=CC=C1)C(C(=O)NC=1SC(=C(C1C(=O)O)C)C(N)=O)CC